C(C)(=O)NCC1=CC=C(C=C1)C1=CC(=C(C=C1)[C@H](C(F)(F)F)OC1=CC(=NC(=N1)N)N1CCC2(C[C@H](NC2)C(=O)O)CC1)N1N=C(C=C1)C (S)-8-(6-((R)-1-(4'-(acetamidomethyl)-3-(3-methyl-1H-pyrazol-1-yl)-[1,1'-biphenyl]-4-yl)-2,2,2-trifluoroethoxy)-2-aminopyrimidin-4-yl)-2,8-diazaspiro[4.5]decane-3-carboxylic acid